COC=1N=C2C(=CC=NC2=CC1OC)OC1=C(C=C(C=C1)NC(=O)C=1C=NC(=C(C1O)C1=CC=C(C=C1)F)C(F)(F)F)F N-[4-[(6,7-Dimethoxy-1,5-naphthyridin-4-yl)oxy]-3-fluorophenyl]-5-(4-fluorophenyl)-4-hydroxy-6-(trifluoromethyl)pyridine-3-carboxamide